(4-(((tert-Butyldimethylsilyl)oxy)methyl)bicyclo[2.2.2]octan-1-yl)methanol [Si](C)(C)(C(C)(C)C)OCC12CCC(CC1)(CC2)CO